C(C)(C)(C)OC(=O)N1C(CCCC1)(C)C 2,2-dimethylpiperidine-1-carboxylic acid tert.Butyl ester